(3-((2-(1,4-dimethyl-1H-pyrazol-5-yl)-5-fluoropyridin-4-yl)oxy)azetidin-1-yl)(5-(thiazol-5-yl)-4,5-dihydro-1H-pyrazol-1-yl)methanone CN1N=CC(=C1C1=NC=C(C(=C1)OC1CN(C1)C(=O)N1N=CCC1C1=CN=CS1)F)C